(3S)-3-(6-methoxypyridin-3-yl)-3-(3-(2-(1,2,3,4-tetrahydro-1,8-naphthyridin-2-yl)ethyl)cyclobutanecarboxamido)propionic acid COC1=CC=C(C=N1)[C@H](CC(=O)O)NC(=O)C1CC(C1)CCC1NC2=NC=CC=C2CC1